C1=CC=CC2C3C=CC=CC3N(C12)C1=CC=C(C(=C1)C1=CC=CC=C1)O 5-(4a,4b,8a,9a-tetrahydro-9H-carbazol-9-yl)-[1,1'-biphenyl]-2-ol